N1CC=CC1 1,5-dihydro-27Z-pyrrol